FC(C1=C(C=CC=C1)S(=O)(=O)N1C2CNCC1CC2)(F)F 8-{[2-(trifluoromethyl)phenyl]sulfonyl}-3,8-diazabicyclo[3.2.1]octane